BrC=1C=C2C3(CN(C2=CC1)C(=O)C=1C=C(C=CC1)S(=O)(=O)NC(COC)C)CCC1(CC3)CC1 3-(5''-bromodispiro[cyclopropane-1,1'-cyclohexane-4',3''-indoline]-1''-carbonyl)-N-(1-methoxypropan-2-yl)benzenesulfonamide